N1=CC=CC2=NC(=CC=C12)C(=O)N 1,5-naphthyridine-6-carboxamide